rhodium (II) diacetate C(C)(=O)[O-].C(C)(=O)[O-].[Rh+2]